4-Bromo-9-chloro-3-(2-chloro-5-fluorophenyl)-2-[(4-methoxyphenyl)methyl]-6-methyl-2,3,6,7-tetrahydro-1H-pyrrolo[4,3-f]quinoline-1,7-dione BrC1=C2C(=C3C(=CC(N(C3=C1)C)=O)Cl)C(N(C2C2=C(C=CC(=C2)F)Cl)CC2=CC=C(C=C2)OC)=O